methyl 4-amino-1-(4-amino-3-methylphenyl)-7-bromo-2-oxo-1,2-dihydroquinoline-3-carboxylate NC1=C(C(N(C2=CC(=CC=C12)Br)C1=CC(=C(C=C1)N)C)=O)C(=O)OC